6-((5'-(1-methyl-1H-pyrazol-4-yl)-3'-oxotetrahydro-3'H-spiro[cyclobutane-1,2'-pyrrolo[2,1-b]oxazol]-3-yl)oxy)pyrimidine-4-carbonitrile CN1N=CC(=C1)C1CCC2OC3(C(N21)=O)CC(C3)OC3=CC(=NC=N3)C#N